N-(3-(2-((2,3-difluoro-4-(4-(2-hydroxyethyl)piperazin-1-yl)phenyl)amino)quinazolin-8-yl)phenyl)-2,2,2-trifluoroacetamide FC1=C(C=CC(=C1F)N1CCN(CC1)CCO)NC1=NC2=C(C=CC=C2C=N1)C=1C=C(C=CC1)NC(C(F)(F)F)=O